3-(3-(piperidine-1-carbonyl)pyrazolo[1,5-a]pyridin-7-yl)benzonitrile N1(CCCCC1)C(=O)C=1C=NN2C1C=CC=C2C=2C=C(C#N)C=CC2